FC(OC1=CC(=NN1)NC1=NC(=CN=C1)OCC=1C(=NC(=CC1)F)F)F N-(5-(difluoromethoxy)-1H-pyrazol-3-yl)-6-((2,6-difluoropyridin-3-yl)methoxy)pyrazin-2-amine